FC1=C(C(=O)N2CC(C(=CC2)C2=C3C(=NC(=C2)NC(=O)C2CC2)NC=C3)C)C=CN=C1 N-(4-(1-(3-fluoroisonicotinoyl)-3-methyl-1,2,3,6-tetrahydropyridin-4-yl)-1H-pyrrolo[2,3-b]pyridin-6-yl)cyclopropylcarboxamide